(3S,4r,5R)-1-(4-butoxybenzyl)piperidine-3,4,5-triyl triacetate C(C)(=O)O[C@H]1CN(C[C@H](C1OC(C)=O)OC(C)=O)CC1=CC=C(C=C1)OCCCC